benzyl N-[(1R,3S)-3-cyclopropoxycyclohexyl]-N-methylcarbamate C1(CC1)O[C@@H]1C[C@@H](CCC1)N(C(OCC1=CC=CC=C1)=O)C